CN1C(OC2=C1C=C(C=C2)C2CCN(CC2)C(=O)NCCCCC2=CC=CC=C2)=O 4-(3-methyl-2-oxo-1,3-benzoxazol-5-yl)-N-(4-phenylbutyl)piperidine-1-carboxamide